methyl (2-bromophenyl)(cyclobutyl)carbamate BrC1=C(C=CC=C1)N(C(OC)=O)C1CCC1